(2S,4R)-N-[(S)-(5-cyclopropyl-6-fluoropyridin-2-yl)(phenyl)methyl]-4-fluoro-1-[2-(5-methoxy-1-methyl-1H-1,2,4-triazol-3-yl)acetyl]pyrrolidine-2-carboxamide C1(CC1)C=1C=CC(=NC1F)[C@@H](NC(=O)[C@H]1N(C[C@@H](C1)F)C(CC1=NN(C(=N1)OC)C)=O)C1=CC=CC=C1